ClC=1C=C2C(=NC1C1=CC=C(C=C1)C1=CC=C(C=C1)CNCCOCCO)N=C(N2)SCC(=O)O 2-((6-chloro-5-(4'-(((2-(2-hydroxyethoxy)ethyl)amino)methyl)-[1,1'-biphenyl]-4-yl)-1H-imidazo[4,5-b]pyridin-2-yl)thio)acetic acid